Tert-butyl 4-(((1r,4r)-4-(aminomethyl)cyclohexyl)oxy)piperidine-1-carboxylate NCC1CCC(CC1)OC1CCN(CC1)C(=O)OC(C)(C)C